(Z)-2-(1-(4-(4-Chloro-2-fluorophenoxy)benzylidene)-5-fluoro-2-methyl-1H-inden-3-yl)acetic acid ClC1=CC(=C(OC2=CC=C(\C=C/3\C(=C(C4=CC(=CC=C34)F)CC(=O)O)C)C=C2)C=C1)F